ethyl 8-bromo-3-oxo-chromane-4-carboxylate BrC=1C=CC=C2C(C(COC12)=O)C(=O)OCC